6-(3-(2-((S)-1-phenylethoxy)acetyl)-3,8-diazabicyclo[3.2.1]octan-8-yl)nicotinonitrile C1(=CC=CC=C1)[C@H](C)OCC(=O)N1CC2CCC(C1)N2C2=NC=C(C#N)C=C2